(S)-N-methyl-3-(1-naphthoxy)-3-(2-thienyl)-1-propylamine CNCC[C@@H](C=1SC=CC1)OC1=CC=CC2=CC=CC=C12